C(C)(=O)N1[C@@H](CCC1)C(=O)N1[C@@H](CCC1)C(=O)N[C@@H](CC1=CC=C(C=C1)O)C(=O)N[C@@H](CC(C)C)C(=O)O N-acetyl-L-prolyl-L-prolyl-L-tyrosyl-L-leucine